C1(CC1)[C@H](CC)N1N=CC(=C1)C=1C=2N(C=C(N1)C=1C=NN(C1)C[C@H](CO)O)N=CC2 (R)-3-(4-(4-(1-((S)-1-cyclopropylpropyl)-1H-pyrazol-4-yl)pyrazolo[1,5-a]pyrazin-6-yl)-1H-pyrazol-1-yl)propane-1,2-diol